NC1=C(C2=CC(=CC=C2C=C1)N)O 2,7-diamino-1-naphthol